8-bromo-2,3-dihydro-1,4-benzoxazine-4-carboxylate BrC1=CC=CC=2N(CCOC21)C(=O)[O-]